6-bromo-2,4-dichloro-7-iodoquinazoline BrC=1C=C2C(=NC(=NC2=CC1I)Cl)Cl